NC1=NC=2C=C(C=CC2C2=C1COC2)CN(C(=O)C=2C=NC(=CC2)C(F)(F)F)C2=C(C=C(C=C2)F)S(=O)(=O)C N-({4-amino-1H,3H-furo[3,4-c]quinolin-7-yl}methyl)-N-(4-fluoro-2-methanesulfonylphenyl)-6-(trifluoro-methyl)pyridine-3-carboxamide